2,5-dimethyl-6-phenylphenol CC1=C(C(=C(C=C1)C)C1=CC=CC=C1)O